C(OC[C@H]1O[C@@]([C@@H]([C@@H]1O)O)(C#N)C1=CC=C2C(=NC=NN21)N)(OCC2CCCC2)=O ((2R,3S,4R,5R)-5-(4-aminopyrrolo[2,1-f][1,2,4]triazin-7-yl)-5-cyano-3,4-dihydroxytetrahydrofuran-2-yl)methyl (cyclopentylmethyl) carbonate